C(C)(C)(C)C=1C=C(CNC([O-])=O)C=C(C1)C(C)(C)C 3,5-di-tert-butylbenzylcarbamate